water isocyanate [N-]=C=O.O